2-((6-chloro-2,3-dihydrobenzofuran-5-yl)amino)-7-methyl-9-(tetrahydro-2H-pyran-4-yl)-7,9-dihydro-8H-purin-8-one ClC1=CC2=C(CCO2)C=C1NC1=NC=C2N(C(N(C2=N1)C1CCOCC1)=O)C